NCCCCN1CCN(CC1)C1=NC=CC=N1 1-(4-aminobutyl)-4-(2-pyrimidinyl)-piperazine